CC1=NC=CC(=C1)C1=C(C=C2C=NN(C2=C1)C1CCOCC1)[N+](=O)[O-] 6-(2-Methylpyridin-4-yl)-5-nitro-1-(tetrahydro-2H-pyran-4-yl)-1H-indazole